C(C)(C)(C)OC(=O)NC=1C=C(C=C2C=C(N=CC12)NC(=O)O[C@H]1COC[C@H]1C)C1=C(C2=C(OCCN2C(=O)OC(C)(C)C)N=C1)C tert-Butyl 7-[8-(tert-butoxycarbonylamino)-3-[[(3R,4R)-4-methyltetrahydrofuran-3-yl]oxycarbonylamino]-6-isoquinolyl]-8-methyl-2,3-dihydropyrido[2,3-b][1,4]oxazine-1-carboxylate